1,4-dioxane-2-methanol O1C(COCC1)CO